FC1=CC=C(C=C1)C1=NN2C(OCC(C2)(C)C)=C1C1=C2C(=NC=C1)C=CN2 2-(4-Fluorophenyl)-6,6-dimethyl-3-(1H-pyrrolo[3,2-b]pyridin-7-yl)-6,7-dihydro-5H-pyrazolo[5,1-b][1,3]oxazine